CC1=C(C(=CC=C1)C)NC(=O)CN The molecule is a amino acid amide with 2,6-dimethylaniline and glycine components; an active metabolite of lidocaine, formed by oxidative deethylation. Used as an indicator of hepatic function. It has a role as a drug metabolite.